C(C)C=1C(NC2=C(N1)N=CC(=C2)CNC2CC(C2)NC=2C=CC(=NC2F)C(=O)NC)=O 5-((3-(((3-ethyl-2-oxo-1,2-dihydropyrido[2,3-b]pyrazin-7-yl)methyl)amino)cyclobutyl)amino)-6-fluoro-N-methylpicolinamide